3,4'-bis(methoxycarbonyl)-4,3'-bis(tert-butyloxycarbonyl)benzophenone COC(=O)C=1C=C(C(=O)C2=CC(=C(C=C2)C(=O)OC)C(=O)OC(C)(C)C)C=CC1C(=O)OC(C)(C)C